dimethyl trithiocarbonate C(SC)(SC)=S